C(C)(C)(C)OC(=O)NCC=1OC2=C(C1)C=C(C=C2C(SC)=O)F S-Methyl 2-(((tert-butoxycarbonyl)amino)methyl)-5-fluorobenzofuran-7-carbothioate